5-(3-methoxypropoxy)pyridine-3-sulfonyl chloride COCCCOC=1C=C(C=NC1)S(=O)(=O)Cl